N-{[2,5-dioxo-4-(pyridin-2-yl)imidazolidin-4-yl]methyl}-2-(4-fluorophenyl)-2H-1,2,3-triazole-4-carboxamide O=C1NC(C(N1)(C1=NC=CC=C1)CNC(=O)C1=NN(N=C1)C1=CC=C(C=C1)F)=O